(6aR,10aR)-6,6,9-trimethyl-3-pentyl-6a,7,10,10a-tetrahydro-6H-benzo[c]chromen-1-yl 1-(phosphonooxy)cyclopropane-1-carboxylate di-ammonium salt [NH4+].[NH4+].P(=O)(O)(O)OC1(CC1)C(=O)OC1=C2[C@H]3[C@H](C(OC2=CC(=C1)CCCCC)(C)C)CC=C(C3)C